C(C)(C)(C)OC(N[C@@H]1CCCC12CCN(CC2)C2=NC(=C(N=C2C2=CC=NN2C2OCCCC2)SC2=C(C(=CC=C2)Cl)Cl)C)=O ((1R)-8-(5-((2,3-dichlorophenyl)thio)-6-methyl-3-(1-(tetrahydro-2H-pyran-2-yl)-1H-pyrazol-5-yl)pyrazin-2-yl)-8-azaspiro[4.5]Dec-1-yl)carbamic acid tert-butyl ester